C1(=CC=CC=C1)NC(C1=CC(=CC=C1)NC1=CC=NC2=CC(=CC=C12)C(F)(F)F)=O N-phenyl-3-[(7-trifluoromethylquinolin-4-yl)amino]Benzamide